CC1(C(CCCC1)CC(=O)CC1C(CCCC1)(C)C)C 2,2-dimethylcyclohexylmethyl ketone